S(=O)(=O)([O-])[O-].[W+4].S(=O)(=O)([O-])[O-] Tungsten sulfate